C1(=CC=CC=C1)C=1SC(=CN1)N(C(C#C)=O)C1(CCCC1)C(=O)N 1-(N-(2-phenylthiazol-5-yl)propiolamido)cyclopentane-1-carboxamide